1-methylpyrrolidine CN1CCCC1